C(CCC(=O)O)(=O)O.C(C)C(CS[Na])CCCC (2-ethylhexyl)sulfenyl-sodium succinate